OC1=C(C=O)C(=CC(=C1)O)CCCCC 2,4-dihydroxy-6-pentylbenzaldehyde